4-(3-(4-acryloylpiperazin-1-yl)azetidin-1-yl)-6-(5-(4-chloro-1-methyl-1H-pyrazol-5-yl)-2-azabicyclo[4.1.0]heptan-2-yl)-2-(difluoromethyl)nicotinonitrile C(C=C)(=O)N1CCN(CC1)C1CN(C1)C1=CC(=NC(=C1C#N)C(F)F)N1C2CC2C(CC1)C1=C(C=NN1C)Cl